NC=1SC(=CN1)C(=O)NC1=C(C=C(C(=C1)C(NC1=CC=C(C=C1)OC(F)F)=O)F)C 2-Amino-N-[5-[[4-(difluoromethoxy)phenyl]carbamoyl]-4-fluoro-2-methylphenyl]-1,3-thiazole-5-carboxamide